C1(=CC=C(C=C1)C[C@](C(=O)O)(C(=O)OC)OC[C@H]1O[C@H]([C@H]([C@@H]1O)F)N1C2=NC(=NC(=C2N=C1)N)Cl)C1=CC=CC=C1 (S)-2-([1,1'-biphenyl]-4-ylmethyl)-2-(((2r,3r,4s,5r)-5-(6-amino-2-chloro-9H-purin-9-yl)-4-fluoro-3-hydroxytetrahydrofuran-2-yl)methoxy)-3-methoxy-3-oxopropanoic acid